N-[(3S,4R,5S)-3-fluoro-1-methyl-5-methyl-4-piperidyl]-6-{3-[4-(N-methylcarbamoyl)-5-fluoro-2-anisidino]-1-propynyl}-1-(2,2,2-trifluoroethyl)-1H-1,3-benzimidazole-4-carboxamide F[C@H]1CN(C[C@@H]([C@H]1NC(=O)C1=CC(=CC=2N(C=NC21)CC(F)(F)F)C#CCNC=2C(OC)=CC(=C(C2)C(NC)=O)F)C)C